((2-(((1s,3R)-3-(((4,4-Difluorocyclohexyl)amino)methyl)cyclobutyl)methoxy)-4-methylphenyl)sulfonyl)-L-proline FC1(CCC(CC1)NCC1CC(C1)COC1=C(C=CC(=C1)C)S(=O)(=O)N1[C@@H](CCC1)C(=O)O)F